(S)-2-(4-([1,2,4]triazolo[1,5-a]pyrimidine-6-carbonyl)-3,3-dimethylpiperazin-1-yl)-N-(5-(2,4-difluorophenoxy)pyrazin-2-yl)propanamide N1=CN=C2N1C=C(C=N2)C(=O)N2C(CN(CC2)[C@H](C(=O)NC2=NC=C(N=C2)OC2=C(C=C(C=C2)F)F)C)(C)C